[Ca].[Ba].[Si].[Mg] magnesium-silicon-barium-calcium